4-epoxycyclohexyl-(4-methyl)2,3-epoxycyclohexane C12(C(CCCC1)O2)C2(C1C(CCC2)O1)C